Tert-butyl 5-(2-(1-(4-chloro-3-methylphenyl)-1H-pyrazol-4-yl) propanamido)-3-cyclopropyl-1H-pyrazole-1-carboxylate ClC1=C(C=C(C=C1)N1N=CC(=C1)C(C(=O)NC1=CC(=NN1C(=O)OC(C)(C)C)C1CC1)C)C